2,3-dibromo-6-chloro-5-methyl-2,3-dihydrofuro[3,2-b]pyridine BrC1C(C2=NC(=C(C=C2O1)Cl)C)Br